6-(3-hydroxy-4-methoxybenzylamino)-9-glucopyranosylpurine OC=1C=C(CNC2=C3N=CN(C3=NC=N2)C2[C@H](O)[C@@H](O)[C@H](O)[C@H](O2)CO)C=CC1OC